N-[4-(4-methyl-piperidin-1-yl)-phenyl]-2-(1-methyl-1H-tetrazol-5-ylsulfanyl)-5-nitro-benzamide CC1CCN(CC1)C1=CC=C(C=C1)NC(C1=C(C=CC(=C1)[N+](=O)[O-])SC1=NN=NN1C)=O